3a'-Benzyl-2'-methyl-3a',4',5',6'-tetrahydrospiro[cyclopropane-1,7'-pyrazolo[4,3-c]pyridine]-3'(2'H)-one C(C1=CC=CC=C1)C12CNCC3(C1=NN(C2=O)C)CC3